BrC1=C(C=C(C=C1)F)C1(CC1)O[Si](C)(C)C(C)(C)C (1-(2-bromo-5-fluorophenyl)cyclopropyloxy)(t-butyl)dimethylsilane